[Na+].C(=O)(O)CCC(C(S(=O)(=O)[O-])(F)F)(F)F 4-carboxy-1,1,2,2-tetrafluorobutane-1-sulfonate sodium salt